ClC1=C(C#N)C=CC(=C1)N1CC2(C[C@@H]1C)CCN(CC2)C2=CC=C(C=C2)C(=O)N2CCC(CC2)CN2CCN(CC2)C2=CC(=CC=C2)N[C@@H]2C(NC(CC2)=O)=O 2-Chloro-4-((S)-8-(4-(4-((4-(3-(((S)-2,6-dioxopiperidin-3-yl)amino)phenyl)piperazin-1-yl)methyl)piperidine-1-carbonyl)phenyl)-3-methyl-2,8-diazaspiro[4.5]dec-2-yl)benzonitrile